COC1=C2C=C(C(N(C2=CC(=C1)N1CCN(CC1)C(=O)OC(C)(C)C)C)=O)C tert-butyl 4-(5-methoxy-1,3-dimethyl-2-oxo-7-quinolyl)piperazine-1-carboxylate